N-[[1-[(4-hydroxypiperidin-1-yl)methyl]cyclopentyl]methyl]-4,5,6,7,8,9-hexahydrocycloocta[b]thiophene-2-carboxamide OC1CCN(CC1)CC1(CCCC1)CNC(=O)C1=CC2=C(S1)CCCCCC2